C(C)[C@]1(C(OCC=2C(N3CC4=C(C5=CC=CC=C5N=C4C3=CC12)CCN(C(C)C)CCO)=O)=O)O (19S)-19-ethyl-19-hydroxy-10-{2-[(2-hydroxyethyl)(propan-2-yl)amino]ethyl}-17-oxa-3,13-diazapentacyclo[11.8.0.02,11.04,9.015,20]henicosa-1(21),2,4,6,8,10,15(20)-heptaene-14,18-dione